3-(5-((4-(4-((9-cyclopentyl-8-(phenylamino)-9H-purin-2-yl)amino)phenyl)piperazin-1-yl)methyl)-1-oxoisoindolin-2-yl)piperidine-2,6-dione C1(CCCC1)N1C2=NC(=NC=C2N=C1NC1=CC=CC=C1)NC1=CC=C(C=C1)N1CCN(CC1)CC=1C=C2CN(C(C2=CC1)=O)C1C(NC(CC1)=O)=O